ClC(C(C(=O)OOC(C(C(C(F)(F)F)(Cl)Cl)(F)F)=O)(F)F)(C(F)(F)F)Cl di(dichloro-pentafluorobutyryl) peroxide